ammonium tetrapropylpiperidine 1-oxide C(CC)C1C([N+](CCC1)(CCC)[O-])(CCC)CCC.[NH4+]